Cl.N[C@H](C)C1=CC=C(C=C1)C1=C(C=C(C=2NC(C3=C(C=CC=C3C12)F)=O)C)O (R)-1-(4-(1-aminoethyl)phenyl)-7-fluoro-2-hydroxy-4-methyl-6(5H)-phenanthridinone hydrochloride